NCC(CN1N=C2N(C(N(CC2=C1)C1CCN(CC1)C1=C(C=CC=C1C)F)=O)CC1=C(C=CC=C1)C(F)(F)F)C 2-(3-Amino-2-methyl-propyl)-5-[1-(2-fluoro-6-methyl-phenyl)-piperidin-4-yl]-7-(2-trifluoromethyl-benzyl)-2,4,5,7-tetrahydro-pyrazolo[3,4-d]pyrimidin-6-on